N-(5-((4-(((2-((tert-butyldimethylsilyl)oxy)ethyl)(cyclopropyl)amino)methyl)pyridin-2-yl)ethynyl)-8-(methylamino)-2,7-naphthyridin-3-yl)cyclopropanecarboxamide [Si](C)(C)(C(C)(C)C)OCCN(C1CC1)CC1=CC(=NC=C1)C#CC1=C2C=C(N=CC2=C(N=C1)NC)NC(=O)C1CC1